2-Methyl-propane-2-sulfonic acid {3-[6-amino-8-(6-iodo-benzo[1,3]dioxol-5-ylsulfanyl)-purin-9-yl]-propyl}-amide NC1=C2N=C(N(C2=NC=N1)CCCNS(=O)(=O)C(C)(C)C)SC1=CC2=C(OCO2)C=C1I